C(C1=CC=CC=C1)OC(=O)N[C@H](C(=O)[O-])CCI (S)-2-(((benzyloxy)carbonyl)amino)-4-iodobutanoate